2-(1-tert-butoxycarbonyl-4-piperidinyl)-7-isopropoxy-imidazo[1,2-a]pyrimidine-6-carboxylic acid C(C)(C)(C)OC(=O)N1CCC(CC1)C=1N=C2N(C=C(C(=N2)OC(C)C)C(=O)O)C1